Undecan-2-yl-oxacyclopentan-2-one CC(CCCCCCCCC)C1C(OCC1)=O